CN1C2=NC(=NC(=C2N=C1)C#N)C1=CC=C(C=C1)OC(F)(F)F 9-methyl-2-(4-(trifluoromethoxy)phenyl)-9H-purine-6-carbonitrile